C[Si](C#CC)(C#CC)C dimethyldi(1-propynyl)silane